methyl 3-(cyanomethyl)tetrahydrofuran-3-carboxylate C(#N)CC1(COCC1)C(=O)OC